N1CCC(CC1)C=O piperidine-4-Formaldehyde